(R)-(1,3-Dimethyl-azetidin-3-yl)-(4-isopropyl-phenyl)-{5-[3-(4-methyl-tetrahydro-pyran-4-yl)-[1,2,4]oxadiazol-5-yl]-pyridin-3-yl}-methanol CN1CC(C1)(C)[C@@](O)(C=1C=NC=C(C1)C1=NC(=NO1)C1(CCOCC1)C)C1=CC=C(C=C1)C(C)C